tert-butyl (1S,2R,5R)-2-[[tert-butyl(diphenyl)silyl]oxymethyl]-6,6-dimethyl-4-oxo-3-azabicyclo[3.1.0]hexane-3-carboxylate [Si](C1=CC=CC=C1)(C1=CC=CC=C1)(C(C)(C)C)OC[C@H]1[C@@H]2C([C@@H]2C(N1C(=O)OC(C)(C)C)=O)(C)C